pyrrole compound with thioisocyanate S(N=C=O)N=C=O.N1C=CC=C1